C1(CC1)N(C(=O)C=1C(=NN(C1F)C)C(F)F)CC1=C(C=CC(=C1)C)C(F)(F)F N-cyclopropyl-3-(difluoromethyl)-5-fluoro-1-methyl-N-[5-methyl-2-(trifluoromethyl)benzyl]-1H-pyrazole-4-carboxamide